BrC1=CC(=NC=N1)NCC1=NN2N=C(C=CC2=N1)C1CC1 6-bromo-N-((6-cyclopropyl-[1,2,4]triazolo[1,5-b]pyridazin-2-yl)methyl)pyrimidin-4-amine